6-[4-(CYCLOPROPYLAMINO)-3-ISOPROPYLIMIDAZO[4,5-C]PYRIDIN-6-YL]-1'-(PIPERIDINE-4-SULFONYL)-1-[(1S,3S)-3-(PIPERIDIN-1-YL)CYCLOBUTYL]SPIRO[INDOLE-3,4'-PIPERIDIN]-2-ONE C1(CC1)NC1=NC(=CC2=C1N(C=N2)C(C)C)C2=CC=C1C(=C2)N(C(C12CCN(CC2)S(=O)(=O)C2CCNCC2)=O)C2CC(C2)N2CCCCC2